FC1=NN=C2N1C1=CC(=CC=C1C(=N2)N(C)C2=CC(=CC=C2)F)NN fluoro-N-(3-fluorophenyl)-8-hydrazineyl-N-methyl-[1,2,4]triazolo[4,3-a]quinazolin-5-amine